4-bromo-1-methylpyrazole-5-carboxylic acid methyl ester COC(=O)C1=C(C=NN1C)Br